10-acetyl-6-isopropyl-9-(5-(morpholinomethyl)thiazol-2-yl)-2-oxo-6,7-dihydro-2H-pyrido[2,1-a]isoquinoline-3-carboxylic acid C(C)(=O)C1=C(C=C2CC(N3C(C2=C1)=CC(C(=C3)C(=O)O)=O)C(C)C)C=3SC(=CN3)CN3CCOCC3